N-((3R,4S)-3-Fluoropiperidin-4-yl)-4-methoxy-5-(pyrazolo[1,5-a]pyridin-5-yl)pyrrolo[2,1-f][1,2,4]triazin-2-amine F[C@@H]1CNCC[C@@H]1NC1=NN2C(C(=N1)OC)=C(C=C2)C2=CC=1N(C=C2)N=CC1